C12(CC3CC(CC(C1)C3)C2)C=2C=C(C=CC2OCOC)[Si](C)(C)CCC(C)(C)C (3-(1-adamantyl)-4-(methoxymethoxy)phenyl)(3,3-dimethylbutyl)-dimethylsilane